FC(C=1N=CC(=NC1)C(=O)C1CC2(CN(C2)C(=O)OC(C)(C)C)C1)(F)F tert-butyl 6-[5-(trifluoromethyl)pyrazine-2-carbonyl]-2-azaspiro[3.3]heptane-2-carboxylate